5-fluoro-2-methoxybenzenesulfonamide FC=1C=CC(=C(C1)S(=O)(=O)N)OC